C(#N)C1=CC(=NC(=C1C=1C=C2C=NN(C2=CC1)C)C1=CC(=C(C=C1)C#N)F)N1CCC(CC1)NC(OC(C)(C)C)=O Tert-Butyl (1-(4-cyano-6-(4-cyano-3-fluorophenyl)-5-(1-methyl-1H-indazol-5-yl)pyrid-2-yl)piperid-4-yl)carbamate